2-chloro-4,6-dimethyl-3-picolinic acid ClC1=NC(=CC(=C1C(=O)O)C)C